C(C)(C)C1N2C(C=3C4=C(C(=CC3C1)OCCCOC)OCC4)=CC(C(=C2)C(=O)O)=O 7-isopropyl-4-(3-methoxypropoxy)-11-oxo-2,6,7,11-tetrahydro-1H-furo[2,3-H]pyrido[2,1-a]isoquinoline-10-carboxylic acid